N1=C(CC(C=C1)=O)C1=NC=CC=C1 [2,2'-bipyridyl]-4-one